C(C1=CC=CC=C1)N1N=CC(=C1)C=1C(=CC(N(C1)C)=O)N1C[C@@H](CC1)C(=O)O (R)-1-(5-(1-benzyl-1H-pyrazol-4-yl)-1-methyl-2-oxo-1,2-dihydropyridin-4-yl)pyrrolidine-3-carboxylic acid